(5-(methyl-((R)-pyrrolidin-3-yl)amino)-1-oxoisoindolin-2-yl)piperidine-2,6-dione CN(C=1C=C2CN(C(C2=CC1)=O)N1C(CCCC1=O)=O)[C@H]1CNCC1